C(C)(C)(C)OC(=O)NCCCCOCCOC1=NC2=C(C3=CN=CC=C13)C=CC(=C2)C(=O)O 5-(2-(4-((tert-butoxycarbonyl)amino)butoxy)ethoxy)benzo[c][2,6]naphthyridine-8-carboxylic acid